COC(=O)C1=CC(=NC=C1OC)OC1=C(C=C(C=C1Cl)N)Cl 2-(4-amino-2,6-dichloro-phenoxy)-5-methoxy-pyridine-4-carboxylic acid methyl ester